1,3,5,7-tetra-amino-cyclooctane NC1CC(CC(CC(C1)N)N)N